COC(=O)C1=NN(C(C=C1NN)=O)C1=C(C=CC=C1)Cl 4-hydrazino-1-(2-chlorophenyl)-6-oxo-1,6-dihydropyridazine-3-carboxylic acid methyl ester